CC=1N(C(=CC1)C)C1=NN2C(C=C(C=C2)C2=NC(=CC=C2)C=2C=NN(C2)[C@@H](COC)C2=CC=CC=C2)=N1 |r| racemic-2-(2,5-dimethyl-1H-pyrrol-1-yl)-7-(6-(1-(2-methoxy-1-phenylethyl)-1H-pyrazol-4-yl)pyridin-2-yl)-[1,2,4]triazolo[1,5-a]pyridine